N-hydroxyL-lysine ON[C@@H](CCCCN)C(=O)O